3-((4-chlorophenyl)(phenyl)methyl)-4-hydroxy-2H-pyran-2-one ClC1=CC=C(C=C1)C(C=1C(OC=CC1O)=O)C1=CC=CC=C1